tert-butyl [4-(3,3-difluorocyclobutyl)-3-fluorophenyl]carbamate FC1(CC(C1)C1=C(C=C(C=C1)NC(OC(C)(C)C)=O)F)F